C1(=CC=CC=C1)C(C(=O)N1[C@@H]([C@H]2CC[C@@H](C1)N2C(C(C2=CC=CC=C2)C2=CC=CC=C2)=O)C(=O)O)C2=CC=CC=C2 (1R,2S,5S)-3,8-bis(2,2-diphenyl-acetyl)-3,8-diaza-bicyclo[3.2.1]octane-2-carboxylic acid